(S)-2-amino(hydroxy(methyl)phosphonoyl)butanoic acid N[C@@H](C(=O)O)C(C)=P(=O)CO